(S)-quinuclidin-3-yl (6-(3,5-dichlorophenyl)-1,2,3,4-tetrahydronaphthalen-1-yl)carbamate ClC=1C=C(C=C(C1)Cl)C=1C=C2CCCC(C2=CC1)NC(O[C@@H]1CN2CCC1CC2)=O